COC1=C(C=CC=C1B1OC(C(O1)(C)C)(C)C)NC(OC(C)(C)C)=O t-butyl (2-methoxy-3-(4,4,5,5-tetramethyl-1,3,2-dioxaborolan-2-yl)phenyl)carbamate